FC=1C=C2N(CCN(C2=CC1)C(CCN1C=NC=C1)=O)C1=CC=CC=C1 1-(6-fluoro-4-phenyl-3,4-dihydroquinoxalin-1(2H)-yl)-3-(1H-imidazol-1-yl)propan-1-one